N-(5-((6-((R)-3-(2,4-difluorophenyl)isoxazolidine-2-yl)pyrimidine-4-yl)amino)-2-((R)-3-(dimethylamino)pyrrolidine-1-yl)-4-methoxyphenyl)acrylamide FC1=C(C=CC(=C1)F)[C@@H]1N(OCC1)C1=CC(=NC=N1)NC=1C(=CC(=C(C1)NC(C=C)=O)N1C[C@@H](CC1)N(C)C)OC